NC1=C(C2=C(C(=CC(O2)=O)C(F)(F)F)C=C1)[N+](=O)[O-] 7-amino-8-nitro-4-(trifluoromethyl)-2H-benzopyran-2-one